C1(CC1)C1=CC(=CN1)C=1C(=C(C(=CC1)O)N1CC(NS1(=O)=O)=O)F 5-(3-(5-cyclopropyl-1H-pyrrol-3-yl)-2-fluoro-6-hydroxyphenyl)-1,2,5-thiadiazolidin-3-one 1,1-dioxide